P(=O)(OC[C@H]1O[C@@]([C@@H]([C@@H]1O)O)(C#N)C1=CC=C2C(=NC=NN21)N)(OC[C@@H](COCCCCCCCCCCCCCCCCCC)OCC2=CC=C(C=C2)Cl)O ((2R,3S,4R,5R)-5-(4-aminopyrrolo[2,1-f][1,2,4]triazin-7-yl)-5-cyano-3,4-dihydroxytetrahydrofuran-2-yl)methyl ((R)-2-((4-chlorobenzyl)oxy)-3-(octadecyloxy)propyl) hydrogen phosphate